CCCCCCCCCCCCOC(=O)CCSCCC(=O)OCCCCCCCCCCCC Thiodipropionic acid didodecyl ester